butanone ethyl-acetate butyl-acetate C(CCC)OC(C)=O.C(C)OC(C)=O.CC(CC)=O